NC=1C(NC2=C3C=C(C=NC3=C(C=C2C1C=1C2=CN(N=C2C(=CC1)F)C1OCCCC1)Br)F)=O 3-amino-6-bromo-9-fluoro-4-[7-fluoro-2-(oxan-2-yl)indazol-4-yl]-1H-1,7-phenanthrolin-2-one